C(CCC)C1=NC2=CC=C(C=C2C(=C1)OC)OCCCCCCN1CCN(CC1)CC 2-butyl-6-((6-(4-ethylpiperazin-1-yl)hexyl)oxy)-4-methoxyquinoline